1-(1-methyl-6-(3-(4-(3-((4-((5-(trifluoromethyl)pyrimidin-2-yl)amino)piperidin-1-yl)sulfonyl)phenyl)piperazin-1-yl)prop-1-yn-1-yl)-1H-indazol-3-yl)dihydropyrimidine-2,4(1H,3H)-dione CN1N=C(C2=CC=C(C=C12)C#CCN1CCN(CC1)C1=CC(=CC=C1)S(=O)(=O)N1CCC(CC1)NC1=NC=C(C=N1)C(F)(F)F)N1C(NC(CC1)=O)=O